1-[(3S,4R)-4-[4-[4-[2-(5-Fluoro-2-pyridyl)-2-hydroxy-ethoxy]-3-(trifluoromethyl)pyrazolo[1,5-a]pyridin-6-yl]-5-methyl-triazol-1-yl]-3-hydroxy-1-piperidyl]prop-2-en-1-one FC=1C=CC(=NC1)C(COC=1C=2N(C=C(C1)C=1N=NN(C1C)[C@H]1[C@H](CN(CC1)C(C=C)=O)O)N=CC2C(F)(F)F)O